C(CCCCCCCCC)OCOCCCC(CC(CC(CC(CC(CC(C)I)C)C)C)C)C 14-iodo-4,6,8,10,12-pentamethylpentadecyl decoxymethyl ether